O[C@H]1C[C@H](C2=CC=CC=C12)NC(=O)C1=CN(CCS1)C1=C2C(=NC=C1)NC=C2C |o1:1,3| Rel-N-((1R,3S)-3-hydroxy-2,3-dihydro-1H-inden-1-yl)-4-(3-methyl-1H-pyrrolo[2,3-b]pyridin-4-yl)-3,4-dihydro-2H-1,4-thiazine-6-carboxamide